2-(3-(3-(difluoromethoxy)naphthalen-2-yl)-4-(pyrazolo[1,5-a]pyrimidin-3-ylamino)-1H-pyrazol-1-yl)acetic acid FC(OC=1C(=CC2=CC=CC=C2C1)C1=NN(C=C1NC=1C=NN2C1N=CC=C2)CC(=O)O)F